N1N=CC(=C1)C=O (1H-pyrazol-4-yl)methanone